FC1=C(C=CC(=C1)S(F)(F)(F)(F)F)C(=O)N1CCC(CC1)C1=CNC2=NC=C(N=C21)C2CCOCC2 [2-Fluoro-4-(pentafluoro-sulfanyl)phenyl]-[4-(2-tetrahydropyran-4-yl-5H-pyrrolo[2,3-b]pyrazin-7-yl)-1-piperidyl]methanone